CC1=C(C(=O)NC=2C=NC=C(C2)C(F)(F)F)C=CC=C1C(C)C1CN(C1)C=1C=NN2C1C=NC=C2 methyl-3-(1-(1-(pyrazolo[1,5-a]pyrazin-3-yl)azetidin-3-yl)ethyl)-N-(5-(trifluoromethyl)pyridin-3-yl)benzamide